(S,E)-N-(1-(4-bromo-3-fluoro-2-methylphenyl)ethylidene)-2-methylpropane-2-sulfinamide BrC1=C(C(=C(C=C1)\C(\C)=N\[S@@](=O)C(C)(C)C)C)F